C1CC12CCN(CC2)C2=C(C=CC(=C2)Br)N2N=NC(=C2)C=2C(=NC(=NC2)N2CCC(CC2)(F)F)N(C)C [1-(2-{6-azaspiro[2.5]oct-6-yl}-4-bromophenyl)-1H-1,2,3-triazol-4-yl]-2-(4,4-difluoropiperidin-1-yl)-N,N-dimethylpyrimidin-4-amine